((5-amino-1-p-toluenesulfonyl-1H-pyrrolo[2,3-b]pyridin-4-yl)amino)8-azabicyclo[3.2.1]octan-3-ol NC=1C(=C2C(=NC1)N(C=C2)S(=O)(=O)C2=CC=C(C)C=C2)NC21CC(CC(CC2)N1)O